C(C1=CC=CC=C1)N(CCC1=CNC2=CC=C(C=C12)OC)CC1=CC=CC=C1 N,N-dibenzyl-2-(5-methoxy-1H-indol-3-yl)ethane-1-amine